tert-butyl 5-(1-(cyclopropylmethyl)-2-(1-methoxy-1-oxopropan-2-ylidene) hydrazineyl)-3,4-dihydroisoquinoline-2(1H)-carboxylate C1(CC1)CN(N=C(C(=O)OC)C)C1=C2CCN(CC2=CC=C1)C(=O)OC(C)(C)C